car-5-ene C12CC(CC=C1C2(C)C)C